FC(CN1N=NC(=C1)C(=O)NCC1=NC=CC(=C1)C(F)(F)F)CCN1N=NC(=C1)C(NCC1=CC(=CC=C1)C(F)(F)F)=O 1-{2-fluoro-4-[4-({[3-(trifluoromethyl)phenyl]methyl}carbamoyl)-1H-1,2,3-triazol-1-yl]butyl}-N-{[4-(trifluoromethyl)pyridin-2-yl]methyl}-1H-1,2,3-triazole-4-carboxamide